(2R)-1-hydroxy-2-methylbutan OC[C@@H](CC)C